1-((S)-5-Methyl-3-((R)-1,1,1-trifluoro-2-hydroxypropan-2-yl)-5,6-dihydroimidazo[1,5-a]pyrazolo[5,1-c]pyrazin-9-yl)-2-oxabicyclo[2.2.2]octane-4-carbaldehyde C[C@H]1CN2C(C=3N1C(=NC3)[C@@](C(F)(F)F)(C)O)=CC(=N2)C23OCC(CC2)(CC3)C=O